N,N-bis(trideuteriomethyl)carbamate [2H]C(N(C([O-])=O)C([2H])([2H])[2H])([2H])[2H]